C(C1=CC=CC=C1)(=O)C1=C(C=CC=C1)N(C(COC1=CC=C(C=C1)F)=O)C N-(2-benzoylphenyl)-2-(4-fluorophenoxy)-N-methylacetamide